C12(CC3CC(CC(C1)C3)C2)NC(CC(=O)O)=O N-(adamantan-1-yl)malonic acid amide